N2,N2,N6,N6-Tetraphenyl-9,10-bis(2-phenylethynyl)anthracene-2,6-diamine C1(=CC=CC=C1)N(C1=CC2=C(C3=CC=C(C=C3C(=C2C=C1)C#CC1=CC=CC=C1)N(C1=CC=CC=C1)C1=CC=CC=C1)C#CC1=CC=CC=C1)C1=CC=CC=C1